(4-{[5-(4-bromo-phenylcarbamoyl)-pyridine-2-carbonyl]-amino}-benzyl)-carbamic acid tert-butyl ester C(C)(C)(C)OC(NCC1=CC=C(C=C1)NC(=O)C1=NC=C(C=C1)C(NC1=CC=C(C=C1)Br)=O)=O